NC1=NN(C=C1CNC1CCN(CC1)C1=C(C=CC=C1C)F)C (3-Amino-1-methyl-1H-pyrazol-4-ylmethyl)-[1-(2-fluoro-6-methyl-phenyl)-piperidin-4-yl]-amine